4-methyl-N-[(1S,2S,3S,5R)-2,6,6-trimethylnorborn-3-yl]-1H-pyrrolo[2,3-b]pyridine-2-carboxamide CC1=C2C(=NC=C1)NC(=C2)C(=O)N[C@@H]2[C@H]([C@H]1C(CC2C1)(C)C)C